ClC1=NC=C(C=N1)C(=O)OCC ethyl 2-chloro-5-pyrimidinecarboxylate